tert-butyl(3-chlorophenyl)(2-hydroxyethyl)carbamate C(C)(C)(C)OC(N(CCO)C1=CC(=CC=C1)Cl)=O